FC=1C=C(C#N)C(=CC1)C1=NC(=NO1)C1=NC=C(C=C1)F 3-fluoro-6-[3-(5-fluoropyridin-2-yl)-1,2,4-oxadiazol-5-yl]benzonitrile